rac-tert-butyl (6R,7S)-6-methyl-7-((methylsulfonyl)oxy)-2-azaspiro[3.5]nonane-2-carboxylate C[C@@H]1CC2(CN(C2)C(=O)OC(C)(C)C)CC[C@@H]1OS(=O)(=O)C |r|